4-trifluoromethyl-1,3-dioxol-2-one FC(C=1OC(OC1)=O)(F)F